2-Amino-4-((S)-2,4-difluoro-14-oxo-8,8a,9,10,11,12-hexahydro-7H,14H-pyrazino[1',2':5,6][1,5]diazocino[3,2,1-hi]indol-3-yl)-7-fluorobenzo[b]thiophene-3-carbonitrile NC1=C(C2=C(S1)C(=CC=C2C2=C1C(=CN3C1=C(C=C2F)C(N2[C@@H](CC3)CNCC2)=O)F)F)C#N